di-oxalic acid borate B(O)(O)O.C(C(=O)O)(=O)O.C(C(=O)O)(=O)O